2-methyl-N-{[4-(trifluoromethoxy)phenyl]carbamoyl}leucine C[C@](NC(NC1=CC=C(C=C1)OC(F)(F)F)=O)(CC(C)C)C(=O)O